Cl(=O)(=O)(=O)O.C(=C)C1=C(N=CN1)C=C bis-vinylimidazole perchlorate